NCC1(CC(CC(C1)(C)C)NCCCCCCN)C N'-[3-(aminomethyl)-3,5,5-trimethyl-cyclohexyl]hexane-1,6-diamine